BrC1(OCCCC1=O)C bromo-2-methyldihydro-2H-pyran-3(4H)-one